methyl 2-((tert-butoxycarbonyl)amino)-7-((3'-(trifluoromethyl)-[1,1'-biphenyl]-3-yl)oxy)-1,2,3,4-tetrahydronaphthalene-2-carboxylate C(C)(C)(C)OC(=O)NC1(CC2=CC(=CC=C2CC1)OC=1C=C(C=CC1)C1=CC(=CC=C1)C(F)(F)F)C(=O)OC